O=S1(CCCC1)=N 1-oxo-1-iminotetrahydrothiophene